ClC=1C(N(C=C(N1)Cl)C1=CC=C(C=C1)F)=O 3,5-dichloro-1-(4-fluorophenyl)pyrazin-2(1H)-one